1-(3-((4,4-bis(octyloxy)butanoyl)oxy)-2-(hydroxymethyl)propyl) 9-hexyl nonanedioate C(CCCCCCCC(=O)OCCCCCC)(=O)OCC(COC(CCC(OCCCCCCCC)OCCCCCCCC)=O)CO